BrC1=CC=C2C(CCN(C2=C1)C(=O)OC(C)(C)C)=NS(=O)C(C)(C)C tert-butyl 7-bromo-4-((tert-butylsulfinyl) imino)-3,4-dihydroquinoline-1(2H)-carboxylate